BrC1=CN=C(C2=NC=CN=C21)OC 8-bromo-5-methoxy-pyrido[3,4-b]pyrazine